1-propyl-1-methylpiperidinium cyanide [C-]#N.C(CC)[N+]1(CCCCC1)C